IC1=CN2C=C(N=C2C(=C1)C(F)(F)F)C1CC(C1)(O)C 3-[5-iodo-7-(trifluoromethyl)-1,3a-diaza-2-indenyl]-1-methylcyclobutanol